O=C1NC(CCC1N1C(C2=CC=C(C=C2C1=O)N1CCC(CC1)C=O)=O)=O 1-[2-(2,6-dioxo-3-piperidinyl)-1,3-dioxo-isoindol-5-yl]piperidine-4-carbaldehyde